4-(5-(2,4-difluorophenyl)-1H-pyrazol-3-yl)piperidine FC1=C(C=CC(=C1)F)C1=CC(=NN1)C1CCNCC1